4-(trifluoromethoxy)benzeneboronic acid FC(OC1=CC=C(C=C1)B(O)O)(F)F